ClC=1C=C(C(=NC1)OC)S(=O)(=O)NC=1C(=C(C(=CC1)F)C=1N=CC=2N(C1)C=NC2C(=O)NCC(F)(F)F)F 6-[3-(5-chloro-2-methoxypyridine-3-sulfonamido)-2,6-difluorophenyl]-N-(2,2,2-trifluoroethyl)imidazo[1,5-a]pyrazine-1-carboxamide